ditertbutyl-(cyclopentyl)phosphane C(C)(C)(C)P(C1CCCC1)C(C)(C)C